3-(azetidin-3-yl)-N-hydroxypropionamide N1CC(C1)CCC(=O)NO